ClC1=C(C=CC(=C1)C(F)(F)F)NC(=O)C1(CCC1)N1N=C(C(=C1C)I)C N-(2-chloro-4-(trifluoromethyl)phenyl)-1-(4-iodo-3,5-dimethyl-1H-pyrazol-1-yl)cyclobutane-1-Carboxamide